FC(C1=NC(=NC=C1C1=NC(=NC(=N1)N1CCOCC1)N1CCNCC1)N)F 4-(difluoromethyl)-5-(4-morpholino-6-(piperazin-1-yl)-1,3,5-triazin-2-yl)pyrimidin-2-amine